FC1=C(C(=CC(=C1)CN[C@H]1COCCC1)O)N1CC(NS1(=O)=O)=O (R)-5-(2-fluoro-6-hydroxy-4-(((tetrahydro-2H-pyran-3-yl)amino)methyl)phenyl)-1,2,5-thiadiazolidin-3-one 1,1-dioxide